N-(5-((6'-Methyl-3H-spiro[isobenzofuran-1,3'-piperidin]-1'-yl)methyl)thiazol-2-yl)acetamide CC1CCC2(CN1CC1=CN=C(S1)NC(C)=O)OCC1=CC=CC=C12